N1C=CC=2C1=NC=CC2N2CCSC(=C2)C(=O)N2C[C@H](CCC2)NC (S)-(4-(1H-pyrrolo[2,3-b]pyridin-4-yl)-3,4-dihydro-2H-1,4-thiazin-6-yl)(3-(methylamino)piperidin-1-yl)methanone